N6-(2-fluoro-4-pyridyl)-1,3-benzothiazole-2,6-diamine FC1=NC=CC(=C1)NC1=CC2=C(N=C(S2)N)C=C1